CC(CNC1=NC(=NC(=N1)NC=1C=NC=NC1)C1=NC(=CC=C1)C(F)(F)F)(C)C (2,2-Dimethyl-propyl)-N'-pyrimidin-5-yl-6-(6-trifluoromethyl-pyridin-2-yl)-[1,3,5]triazine-2,4-diamine